C(C)(C)(C)C1=C(C=CC(=C1)C(C)(C)C)C(C(=O)O)(C)C1=C(C=C(C=C1)C(C)(C)C)C(C)(C)C.C(C)(C)(C)C=1C=C(C=C(C1)C(C)(C)C)C(O)C(CO)(CO)CO (3,5-di-tert-butylphenyl)pentaerythritol bis-(2,4-di-tert-butylphenyl)propionate